(S)-2-(2-(2-methylazetidin-1-yl)-6,7-dihydro-5H-cyclopenta[d]pyrimidin-4-yl)-1H-indole-7-carboxamide C[C@@H]1N(CC1)C=1N=C(C2=C(N1)CCC2)C=2NC1=C(C=CC=C1C2)C(=O)N